N-(2-morpholinyl-5-trifluoromethylphenyl)-2-(3-methylphenoxy)propanamide N1(CCOCC1)C1=C(C=C(C=C1)C(F)(F)F)NC(C(C)OC1=CC(=CC=C1)C)=O